4-(4-((4-(1H-pyrazol-1-yl)piperidin-1-yl)methyl)-2-fluorobenzylamino)-2-(2,6-dioxopiperidin-3-yl)isoindoline-1,3-dione N1(N=CC=C1)C1CCN(CC1)CC1=CC(=C(CNC2=C3C(N(C(C3=CC=C2)=O)C2C(NC(CC2)=O)=O)=O)C=C1)F